C(C)(C)(C)OC(=O)N1C[C@H](CC1)OC=1C=CC=2N=CN=C(C2N1)NC(C)(C)C1=C(C(=CC=C1)Cl)F.N1C(NCCC1)=O perhydropyrimidine-2-one tert-butyl-(3S)-3-[4-[[1-(3-chloro-2-fluoro-phenyl)-1-methyl-ethyl]amino]pyrido[3,2-d]pyrimidin-6-yl]oxypyrrolidine-1-carboxylate